ClC1=CC=C(C=C1)[C@H]1OCC(N([C@H]1C#C[Si](C(C)C)(C(C)C)C(C)C)[C@H](C(=O)OCC)CCC)=O (S)-ethyl 2-((2R,3S)-2-(4-chlorophenyl)-5-oxo-3-((triisopropylsilyl)ethynyl)morpholino)pentanoate